COC=1C=C(C=CC1)C1=NN=C(O1)C=1OC2=C(C=C(C=C2C(C1)=O)C)C(C)NC1=C(C(=O)O)C=CC=C1 2-[1-[2-[5-(3-Methoxyphenyl)-1,3,4-oxadiazol-2-yl]-6-methyl-4-oxo-chromen-8-yl]ethylamino]benzoic acid